isopropyl (R)-2-(6-(1-aminoethyl)-1-(2,2-difluorobut-3-en-1-yl)-7-fluoro-1H-indol-2-yl)-7-methoxy-1-methyl-1H-benzo[d]imidazole-5-carboxylate N[C@H](C)C1=CC=C2C=C(N(C2=C1F)CC(C=C)(F)F)C1=NC2=C(N1C)C(=CC(=C2)C(=O)OC(C)C)OC